(S)-(2,7-Dimethyl-3-(1-methyl-5-(trifluoromethyl)-1H-pyrazol-3-yl)-2,4,5,7-tetrahydro-6H-pyrazolo[3,4-c]pyridin-6-yl)(3-methyl-5-(2H-1,2,3-triazol-2-yl)phenyl)methanone CN1N=C2[C@@H](N(CCC2=C1C1=NN(C(=C1)C(F)(F)F)C)C(=O)C1=CC(=CC(=C1)N1N=CC=N1)C)C